(E)-2-(tert-butoxycarbonylamino)-5-cyclopent-2-enoic acid tert-butyl ester C(C)(C)(C)OC(=O)C1CC=C(C1)NC(=O)OC(C)(C)C